NC1=NC=CC(=C1)C=1C=C(C=CC1C)NC(=O)C=1C(N(C=CC1OCC)C1=CC=C(C=C1)F)=O N-(3-(2-aminopyridin-4-yl)-4-methylphenyl)-4-ethoxy-1-(4-fluorophenyl)-2-Oxo-1,2-dihydropyridine-3-carboxamide